2,3,4-trihydroxybutyrate OC(C(=O)[O-])C(CO)O